FC1(CN(CC12CN(C2)C(=O)OC(C)(C)C)C2=NC(=CC1=C2N=C(N=C1)NC1CCN(CC1)S(=O)(=O)C=1C=NN(C1)C)C)F tert-butyl 8,8-difluoro-6-(6-methyl-2-((1-((1-methyl-1H-pyrazol-4-yl) sulfonyl) piperidin-4-yl) amino) pyrido[3,4-d]pyrimidin-8-yl)-2,6-diazaspiro[3.4]octane-2-carboxylate